COC(=O)C1=CC=2C=3C(C(NC2C=C1)=O)=NSN3 4-oxo-4,5-dihydro-[1,2,5]thiadiazolo[3,4-C]quinoline-8-carboxylic acid methyl ester